2-benzyl-N-(8-fluoro-3-quinolyl)-4,4-di-methyl-pentanamide C(C1=CC=CC=C1)C(C(=O)NC=1C=NC2=C(C=CC=C2C1)F)CC(C)(C)C